ClC1=CC=C(CNC(=O)NCCCCC2CCN(CC2)C(CC=2C(=NC=CC2)C)=O)C=C1 1-(4-chlorobenzyl)-3-(4-(1-(2-(2-methylpyridin-3-yl)acetyl)piperidin-4-yl)butyl)urea